BrC1=CC=C(C=C1)[C@]12[C@](C3=NN(C=C3O1)C)(C([C@@H]([C@H]2C2=CC=CC=C2)C(=O)OC)=O)O |r| rac-methyl (4aR,5S,6R,7aR)-4a-(4-bromophenyl)-7a-hydroxy-2-methyl-7-oxo-5-phenyl-2,4a,5,6,7,7a-hexahydrocyclopenta[4,5]furo[3,2-c]pyrazole-6-carboxylate